(3R,4R)-4-((R)-6-fluoro-5H-imidazo[5,1-a]isoindol-5-yl)tetrahydro-2H-pyran-3-ol FC1=C2[C@H](N3C(C2=CC=C1)=CN=C3)[C@@H]3[C@H](COCC3)O